(R)-3-(4-methylphenyl)-beta-alanine CC1=CC=C(C=C1)[C@H](N)CC(=O)O